[2-(3-Chlorophenyl)sulfonyl-2,6-diazaspiro[3.3]heptan-6-yl]-[4-(5-methyloxazolo[4,5-b]pyridin-2-yl)piperazin-1-yl]methanone ClC=1C=C(C=CC1)S(=O)(=O)N1CC2(C1)CN(C2)C(=O)N2CCN(CC2)C=2OC=1C(=NC(=CC1)C)N2